1-carboxylmethyl-2-imino-3-phosphono-imidazolidine C(=O)(O)CN1C(N(CC1)P(=O)(O)O)=N